1,2-divinyloxy-N,N-dimethyl-3-aminopropane C(=C)OCC(CN(C)C)OC=C